7-bromo-5-[(1-methylethyl)oxy]-3-{[4-(4-morpholinyl)-1-piperidinyl]methyl}-N-(1-phenylcyclopropyl)-2-[3-(trifluoromethyl)phenyl]-4-quinolinecarboxamide BrC1=CC(=C2C(=C(C(=NC2=C1)C1=CC(=CC=C1)C(F)(F)F)CN1CCC(CC1)N1CCOCC1)C(=O)NC1(CC1)C1=CC=CC=C1)OC(C)C